ClC1C(C(=NC=2N=C(N=C(C21)N[C@H](C)C2=C(C(=CC=C2)C(F)F)F)C)Cl)C2(CC2)C#N 1-(5,7-dichloro-4-(((R)-1-(3-(difluoromethyl)-2-fluorophenyl)ethyl)amino)-2-methyl-5,6-dihydropyrido[2,3-d]pyrimidin-6-yl)cyclopropane-1-carbonitrile